6-(4-Fluorophenyl)-N-(1-(3-methyl-1,2,4-oxadiazol-5-yl)ethyl)pteridin-4-amine FC1=CC=C(C=C1)C=1N=C2C(=NC=NC2=NC1)NC(C)C1=NC(=NO1)C